4-(2,4-difluorophenyl)-7-methyl-2-[rac-(2R,4S)-2-(1-cyclopropylpyrazol-4-yl)tetrahydropyran-4-yl]pyrido[2,3-d]pyrimidine-6-carboxamide FC1=C(C=CC(=C1)F)C=1C2=C(N=C(N1)[C@@H]1C[C@@H](OCC1)C=1C=NN(C1)C1CC1)N=C(C(=C2)C(=O)N)C |r|